C1(CC1)CNC1=CC(N(C2=CC(=CC=C12)C(F)(F)F)C1=CC=CC=C1)=O 4-((cyclopropylmethyl)amino)-1-phenyl-7-(trifluoromethyl)quinolin-2(1H)-one